(4-nitrophenyl)(pyrrolidin-1-yl)methanone [N+](=O)([O-])C1=CC=C(C=C1)C(=O)N1CCCC1